6,6''-(6-phenyl-1,3,5-triazine-2,4-diyl)bis(9-(4,6-diphenylpyrimidin-2-yl)-9H-3,9'-bicarbazole) C1(=CC=CC=C1)C1=NC(=NC(=N1)C=1C=C2C=3C=C(C=CC3N(C2=CC1)C1=NC(=CC(=N1)C1=CC=CC=C1)C1=CC=CC=C1)N1C2=CC=CC=C2C=2C=CC=CC12)C=1C=C2C=3C=C(C=CC3N(C2=CC1)C1=NC(=CC(=N1)C1=CC=CC=C1)C1=CC=CC=C1)N1C2=CC=CC=C2C=2C=CC=CC12